(S)-3-(Fmoc-amino)-6-phenyl-5-hexenoic acid C(=O)(OCC1C2=CC=CC=C2C2=CC=CC=C12)N[C@H](CC(=O)O)CC=CC1=CC=CC=C1